Phenyl-trimethylsilyl-siliren C1(=CC=CC=C1)C=1[SiH](C1)[Si](C)(C)C